1-(4-bromobenzyl)-1H-tetrazol BrC1=CC=C(CN2N=NN=C2)C=C1